C[C@H]1C[C@@H]2N(C=3N=CC(=CC13)C(F)(F)F)CCNC2 (5S,6aS)-5-methyl-3-(trifluoromethyl)-5,6,6a,7,9,10-hexahydro-8H-pyrazino[1,2-a][1,8]naphthyridin